CN1N=CC(=C1)C1=CC2=C(O[C@@H](CN2)[C@H](NC[C@@H](C)C2=CN=CS2)C2=CC=CC=C2)N=C1 (R)-N-((R)-((S)-7-(1-methyl-1H-pyrazol-4-yl)-2,3-dihydro-1H-pyrido[2,3-b][1,4]oxazin-3-yl)(phenyl)methyl)-2-(thiazol-5-yl)propan-1-amine